1-{[(5s,7s)-7-methyl-2-oxo-3-(2-pyridylmethyl)-1-oxa-3-azaspiro[4.5]decan-7-yl]methyl}-1H-benzimidazole-6-carbonitrile C[C@]1(C[C@]2(CN(C(O2)=O)CC2=NC=CC=C2)CCC1)CN1C=NC2=C1C=C(C=C2)C#N